C(C)(C)(C)OC(=O)N1C(C2=C(C=C(C=C2C1=O)Br)I)(C)C 5-bromo-7-iodo-1,1-dimethyl-3-oxoisoindoline-2-carboxylic acid tert-butyl ester